C1CCC12NC[C@@H](C2)N2C1=C(OCC2)C=C(C=C1C1=C2C(=NC=C1)C=C(S2)CN2N=CC=C(C2=O)C)C(F)(F)F (R)-2-((7-(4-(5-azaspiro[3.4]octan-7-yl)-7-(trifluoromethyl)-3,4-dihydro-2H-benzo[b][1,4]oxazin-5-yl)thieno[3,2-b]pyridin-2-yl)methyl)-4-methylpyridazin-3(2H)-one